N-(methyl(oxo)(4-(5-(trifluoromethyl)-1,2,4-oxadiazol-3-yl)phenyl)-λ6-sulfaneylidene)pivalamide CS(=NC(C(C)(C)C)=O)(C1=CC=C(C=C1)C1=NOC(=N1)C(F)(F)F)=O